(5-bromo-2-methoxyacenaphthylen-1-yl)-1-(4-methoxybenzyl)piperidine-2,6-dione BrC1=CC=C2C(=C(C=3C=CC=C1C32)C3C(N(C(CC3)=O)CC3=CC=C(C=C3)OC)=O)OC